1-(13Z,16Z-docosadienoyl)-2-dodecanoyl-glycero-3-phosphoserine CCCCCCCCCCCC(=O)O[C@H](COC(=O)CCCCCCCCCCC/C=C\C/C=C\CCCCC)COP(=O)(O)OC[C@@H](C(=O)O)N